2-(2',4'-dimethyl-[1,1'-biphenyl]-2-yl)-1-ethyl-5-(3-methyl-1H-1,2,4-triazol-1-yl)-1H-benzo[d]imidazole CC1=C(C=CC(=C1)C)C1=C(C=CC=C1)C1=NC2=C(N1CC)C=CC(=C2)N2N=C(N=C2)C